FC1=C(C=C(C=C1)C)C(C(=O)OCC)=O ethyl 2-(2-fluoro-5-methylphenyl)-2-oxoacetate